1-Propyl-1-butylpiperidinium fluoride [F-].C(CC)[N+]1(CCCCC1)CCCC